NC1=C2CN(C(C2=CC=C1)=O)C1C(NC(CC1)=O)=O 3-(4'-amino-1-oxo-1,3-dihydro-2H-isoindol-2-yl)piperidine-2,6-dione